[Cl-].C(=O)(O)C1=C(OC2=C1C=C(C=C2)OCC2C[NH2+]CC2)C 3-(((3-carboxy-2-methylbenzofuran-5-yl)oxy)methyl)pyrrolidin-1-ium chloride